n-butyltin trilaurate C(CCCCCCCCCCC)(=O)[O-].C(CCCCCCCCCCC)(=O)[O-].C(CCCCCCCCCCC)(=O)[O-].C(CCC)[Sn+3]